2-(hydroxy ethyl)tetrahydrofuran-3-yl 3-(2-acetoxy-4,6-dimethyl phenyl)-3-ethylbutanoate C(C)(=O)OC1=C(C(=CC(=C1)C)C)C(CC(=O)OC1C(OCC1)CCO)(C)CC